Cl/C(/C(=O)OCCCC)=C(\C(Cl)(Cl)Cl)/Cl butyl perchlorocrotonate